N(=C=O)C1=CC=C(C=C1)C1(C2=CC=CC=C2C=2C=CC=CC12)C1=CC=C(C=C1)N=C=O 9,9-bis(4-isocyanatophenyl)-9H-fluorene